[Br-].C(CCCCC)[P+](CCCCCCCCCCCCCC)(CCCCCC)CCCCCC trihexyltetradecylphosphonium bromide